C(C1=CC=CC=C1)C1C2(C3=CC(=CC=C3C1)OC)CCC(CC2)(C(=O)O)NC2=CC(=CC=C2)Br (1r,4r)-2'-benzyl-4-(3-bromoanilino)-6'-methoxy-2',3'-dihydrospiro[cyclohexane-1,1'-indene]-4-carboxylic acid